tert-butyl (S)-4-(4-(5-(difluoromethyl)-1H-1,2,4-triazol-1-yl)-3-fluorophenyl)-2,2-dimethyloxazolidine-3-carboxylate FC(C1=NC=NN1C1=C(C=C(C=C1)[C@@H]1N(C(OC1)(C)C)C(=O)OC(C)(C)C)F)F